4-amino-5-chloro-N-((4-(3-methoxypropyl)morpholin-2-yl)methyl)-2,3-dihydrobenzofuran-7-carboxamide NC1=C(C=C(C2=C1CCO2)C(=O)NCC2CN(CCO2)CCCOC)Cl